[Mn].CC=1CC2=CC=CC(=C2C1)C1=CC=C(C=C1)C(C)(C)C 2-methyl-4-(4'-(tert-butyl)-phenyl)indene manganese